2-oxo-2-((2-phenylpropan-2-yl)amino)acetic acid O=C(C(=O)O)NC(C)(C)C1=CC=CC=C1